FC(C(=O)O)(F)F.N[C@H](C(=O)N[C@H](C(=O)NCCNC(=O)C1=C(C(=C(S1)NC(C(CC)C1=CC=C(C=C1)F)=O)C(=O)OC)C)C(C)C)C(C)C Methyl 5-((2-((S)-2-((S)-2-amino-3-methylbutanamido)-3-methylbutanamido)ethyl)carbamoyl)-2-(2-(4-fluorophenyl)butanamido)-4-methylthiophene-3-carboxylate trifluoroacetate